C(C)OC(=O)C1=C(SC=C1C1=CC(=CC=C1)Br)NC(=O)NCCCCN1CCCC1 4-(3-bromophenyl)-2-{3-[4-(pyrrolidin-1-yl)butyl]ureido}thiophene-3-carboxylic acid ethyl ester